4-(3-(trifluoromethoxy)phenyl)-N-(3-((4-methylpiperazin-1-yl)methyl)-1,2,4-thiadiazol-5-yl)furan-2-carboxamide FC(OC=1C=C(C=CC1)C=1C=C(OC1)C(=O)NC1=NC(=NS1)CN1CCN(CC1)C)(F)F